5-bromo-3-(3-(1-methyl-1H-pyrazol-4-yl)pyrazolo[1,5-a]pyridin-5-yl)-1-(phenylsulfonyl)-1H-pyrrolo[2,3-b]pyridine BrC=1C=C2C(=NC1)N(C=C2C2=CC=1N(C=C2)N=CC1C=1C=NN(C1)C)S(=O)(=O)C1=CC=CC=C1